(S)-N-(3-chloro-4-fluorophenyl)-6-methyl-5-(2-oxo-2-((1,1,1-trifluoroprop-2-yl)amino)acetyl)-2,3-dihydro-1H-pyrrolizine-7-carboxamide ClC=1C=C(C=CC1F)NC(=O)C=1C(=C(N2CCCC12)C(C(N[C@H](C(F)(F)F)C)=O)=O)C